3-(2'-fluoro-[1,1'-biphenyl]-4-yl)propan-1-amine FC1=C(C=CC=C1)C1=CC=C(C=C1)CCCN